FC(C(=O)O)(F)F.BrC1=CC=CC=2C=3C(CN(C3C=CC21)C(NCC2=CC=C(C=C2)OC)=N)C 6-Bromo-N-(4-methoxybenzyl)-1-methyl-1,2-dihydro-3H-benzo[e]indole-3-carboximidamide 2,2,2-trifluoroacetic acid salt